C(C)(C)(C)[Si]1(OC[C@@H]2[C@H](O1)C[C@H]1[C@@H](O2)[C@H](C(O1)=O)C)C(C)(C)C (4aR,5aS,6R,8aS,9aR)-2,2-di-tert-butyl-6-methylhexahydrofuro[2',3':5,6]pyrano[3,2-d][1,3,2]dioxasilin-7(8aH)-one